N[C@H]1[C@@H]2N(C[C@H]1CC2)C(=O)C2=CC1=C(N(C(=N1)C=1N(C3=C(C=CC=C3C1)NC1=C(C=CC=C1)CO)CC1CC1)C)C(=C2)OC ((1R,4R,7R)-7-amino-2-azabicyclo[2.2.1]heptan-2-yl)(2-(1-(cyclopropylmethyl)-7-((2-(hydroxymethyl)phenyl)amino)-1H-indol-2-yl)-7-methoxy-1-methyl-1H-benzo[d]imidazol-5-yl)methanone